ethyl 2,4-difluoro-3-oxobutanoate FC(C(=O)OCC)C(CF)=O